[O+]1=C(C=CC=C1)C(C#N)C#N pyryliummalononitrile